2-(methacryloyloxy)-3,3,3-trifluoro-2-trifluoromethylpropane-1-sulfonic acid C(C(=C)C)(=O)OC(CS(=O)(=O)O)(C(F)(F)F)C(F)(F)F